7-isopropyl-9-oxo-10-thia-9,10-dihydro-anthracene-2-yl-di-p-tolylsulfonium C(C)(C)C1=CC=C2SC=3C=CC(=CC3C(C2=C1)=O)[S+](C1=CC=C(C=C1)C)C1=CC=C(C=C1)C